1,3,2,4-tetrahydroxynaphthalene OC1=C(C(=C(C2=CC=CC=C12)O)O)O